(R)-1-((R)-4-((S)-4-Acryloyl-3-(cyanomethyl)piperazin-1-yl)-7-(3,4-dihydroquinolin-1(2H)-yl)-5,6,7,8-tetrahydroquinazolin-2-yl)-N,N-dimethylpyrrolidine-2-carboxamide C(C=C)(=O)N1[C@H](CN(CC1)C1=NC(=NC=2C[C@@H](CCC12)N1CCCC2=CC=CC=C12)N1[C@H](CCC1)C(=O)N(C)C)CC#N